(azidomethyl)oxolane-3,4-diol N(=[N+]=[N-])CC1OCC(C1O)O